4-(difluoromethyl)-5-fluoro-N-(4-methoxybenzyl)-N-(thiazol-4-yl)pyridine-2-sulfonamide FC(C1=CC(=NC=C1F)S(=O)(=O)N(C=1N=CSC1)CC1=CC=C(C=C1)OC)F